8-(8-tert-butoxy-8-oxooctylthio)octanoic acid C(C)(C)(C)OC(CCCCCCCSCCCCCCCC(=O)O)=O